butylsilyl fluoride C(CCC)[SiH2]F